ethyl 5-(2-(1,5-dimethyl-1H-pyrazol-4-yl)pyrazolo[5,1-b]thiazole-7-carboxamido)-6-methylnicotinate CN1N=CC(=C1C)C1=CN2C(S1)=C(C=N2)C(=O)NC=2C(=NC=C(C(=O)OCC)C2)C